CN1N=CC(=C1C1=C2C(=NC(=C1)N1[C@@H](COCC1)C)C(=NO2)C2=CC=NN2)C (R)-7-(1,4-dimethyl-1H-pyrazol-5-yl)-5-(3-methylmorpholino)-3-(1H-pyrazol-5-yl)isoxazolo[4,5-b]pyridine